C(C1=CC=CC=C1)C1=C2N(C=C(N1)C1=CC(=CC(=C1)Cl)O[Si](C)(C)C(C)(C)C)C(C(=N2)CC=2OC=CC2)=O 8-benzyl-6-(3-((tert-butyldimethylsilyl)oxy)-5-chlorophenyl)-2-(furan-2-ylmethyl)imidazo[1,2-a]Pyrazin-3(7H)-one